2-amino-N-((3R,4R)-4-(4-(2-hydroxy-4-methylbenzoyl)benzamido)pyrrolidin-3-yl)pyrimidine-4-carboxamide NC1=NC=CC(=N1)C(=O)N[C@@H]1CNC[C@H]1NC(C1=CC=C(C=C1)C(C1=C(C=C(C=C1)C)O)=O)=O